C(C)(C)C=1C(OC(C1)=O)=O 3-isopropyl-furan-2,5-dione